N-[(6-Amino-2-pyridyl)sulfonyl]-6-(3-fluoro-5-isobutoxyphenyl)-2-[(2R,4S)-4-fluoro-2-methylpyrrolidin-1-yl]pyridin-3-carboxamid NC1=CC=CC(=N1)S(=O)(=O)NC(=O)C=1C(=NC(=CC1)C1=CC(=CC(=C1)OCC(C)C)F)N1[C@@H](C[C@@H](C1)F)C